2-(morpholino)ethanesulfonic acid monohydrate O.O1CCN(CC1)CCS(=O)(=O)O